CCCCCCCCCCCCCCCC(=O)OC[C@H](COP(=O)([O-])OCC[N+](C)(C)C)OC(=O)CCCCCC/C=C\C/C=C\C/C=C\CCCCC 1-hexadecanoyl-2-(8Z,11Z,14Z-eicosatrienoyl)-sn-glycero-3-phosphocholine